N1C(SC2=NC=CC=C21)=S 1H,2H-[1,3]thiazolo[5,4-b]pyridine-2-thione